N-(2,5-diaminopentyl)-6-(p-tolyl)-1H-indole-2-carboxamide hydrochloride Cl.NC(CNC(=O)C=1NC2=CC(=CC=C2C1)C1=CC=C(C=C1)C)CCCN